2-(2-chlorophenyl)-N-{4-(5-chloropyridin-3-yl)-3-[(2,4-dimethoxybenzyl)sulfamoyl]phenyl}acetamide ClC1=C(C=CC=C1)CC(=O)NC1=CC(=C(C=C1)C=1C=NC=C(C1)Cl)S(NCC1=C(C=C(C=C1)OC)OC)(=O)=O